C(C=C)(=O)N1C[C@@H](N([C@@H](C1)C)C=1C2=C(N(C(N1)=O)C=1C(=NC=CC1C)C(C)C)N=C(C(=C2)C#N)C2=C(C(=CC=C2)C)F)C ((2S,6R)-4-acryloyl-2,6-dimethylpiperazin-1-yl)-7-(2-fluoro-3-methylphenyl)-1-(2-isopropyl-4-methylpyridin-3-yl)-2-oxo-1,2-dihydropyrido[2,3-d]pyrimidine-6-carbonitrile